5-hydroxy-6,7,3',4'-tetramethoxyflavone OC1=C2C(C=C(OC2=CC(=C1OC)OC)C1=CC(=C(C=C1)OC)OC)=O